Di-(4-ethoxyphenyl)-methylsulfonium hexafluoroarsenat F[As-](F)(F)(F)(F)F.C(C)OC1=CC=C(C=C1)[S+](C)C1=CC=C(C=C1)OCC